C1(=CC=CC=C1)C=1C=C2NC(C=3N(C2=CC1)C=CN3)=O 7-phenylimidazo[1,2-a]quinoxalin-4(5H)-one